O=S.[Sb].[Na] sodium antimony (oxy) sulfide